CC1=NOC(=C1COC(=O)OC1=CC=C(C=C1)[N+](=O)[O-])C1=CC=C(OC2C3C(C3CCC2)C(=O)OCC)C=C1 (±)-Ethyl 2-(4-(3-methyl-4-((((4-nitrophenoxy)carbonyl)oxy)methyl)isoxazol-5-yl) phenoxy)bicyclo[4.1.0]heptane-7-carboxylate